(2S)-N-[(3R)-7-(5-tert-butyl-1,3,4-oxadiazol-2-yl)-5-[(4-chlorophenyl)methyl]-8-fluoro-1,1,4-trioxo-2,3-dihydro-1lambda6,5-benzothiazepin-3-yl]-3-hydroxy-2-(methylamino)propanamide C(C)(C)(C)C1=NN=C(O1)C=1C(=CC2=C(N(C([C@H](CS2(=O)=O)NC([C@H](CO)NC)=O)=O)CC2=CC=C(C=C2)Cl)C1)F